C(CCC)NC(C[C@H](CC(C)C)NC(=O)C1=NN(C(=C1)C1=C(C=CC=C1OC)OC)CC(C)C)=O (3S)-N-butyl-3-{[5-(2,6-dimethoxyphenyl)-1-(2-methylpropyl)-1H-pyrazol-3-yl]formamido}-5-methylhexanamide